1-methyl-3-(2-(4,4,5,5-tetramethyl-1,3,2-dioxaborolan-2-yl)propyl)-1H-indole CN1C=C(C2=CC=CC=C12)CC(C)B1OC(C(O1)(C)C)(C)C